5,10,15,20-tetrakis(2,6-dihydroxyphenyl)-porphyrin OC1=C(C(=CC=C1)O)C=1C2=CC=C(N2)C(=C2C=CC(C(=C3C=CC(=C(C=4C=CC1N4)C4=C(C=CC=C4O)O)N3)C3=C(C=CC=C3O)O)=N2)C2=C(C=CC=C2O)O